3,5-dimethyl-4-(4-phenylpyrimidin-2-yl)piperazine-1-carboxylic acid tert-butyl ester C(C)(C)(C)OC(=O)N1CC(N(C(C1)C)C1=NC=CC(=N1)C1=CC=CC=C1)C